3-((3-amino-5-((3S,4S)-4-amino-3-methyl-2-oxa-8-azaspiro[4.5]decan-8-yl)pyrazin-2-yl)thio)-2-chlorobenzenesulfonamide NC=1C(=NC=C(N1)N1CCC2([C@@H]([C@@H](OC2)C)N)CC1)SC=1C(=C(C=CC1)S(=O)(=O)N)Cl